1,2-dimethylpiperidinium C[NH+]1C(CCCC1)C